COC(C)(C)ON O-(1-methoxy-1-methyl-ethyl)hydroxylamine